4-(4-(((2S)-2-(3,5-dimethylphenyl)-1-pyrrolidinyl)methyl)phenoxy)-3-fluorobenzamide CC=1C=C(C=C(C1)C)[C@H]1N(CCC1)CC1=CC=C(OC2=C(C=C(C(=O)N)C=C2)F)C=C1